C(CCCCCCCCCCC)C1=CC(=CC=C1O)C 6-dodecyl-4-methylphenol